C=1N=CN2C1C1=CC=CC=C1[C@H]2C2[C@@H](C=1C(=NON1)CC2)O (S)-5-((R)-5H-imidazo[5,1-a]isoindol-5-yl)-4,5,6,7-tetrahydrobenzo[c][1,2,5]oxadiazol-4-ol